(Z)-2-(1-(4-(4-fluorophenoxy)benzylidene)-2-methyl-1H-inden-3-yl)propanoic acid FC1=CC=C(OC2=CC=C(\C=C/3\C(=C(C4=CC=CC=C34)C(C(=O)O)C)C)C=C2)C=C1